C(C)N1N=C(C=C1C(=O)N1CCN(CC1)CC(=O)C1=CC=C(C=C1)F)C 2-[4-(2-Ethyl-5-methyl-2H-pyrazole-3-carbonyl)-piperazin-1-yl]-1-(4-fluoro-phenyl)-ethanone